N-methyl-imidazolium hydrogen sulfate S(=O)(=O)(O)[O-].CN1C=[NH+]C=C1